4-fluorobicyclo[2.2.2]octane-1-amine hydrochloride Cl.FC12CCC(CC1)(CC2)N